6-chloro-2-(methylsulfanyl)pyrimidin-4-amine ClC1=CC(=NC(=N1)SC)N